(2R)-2-{[3-cyano-5-(5-methyl-1,3-thiazol-2-yl)phenoxy]methyl}morpholine-4-carboxylic acid tert-butyl ester C(C)(C)(C)OC(=O)N1C[C@@H](OCC1)COC1=CC(=CC(=C1)C=1SC(=CN1)C)C#N